OC=1C=C(C2=C(OC(OC2=O)(C2=CC=CC=C2)CC(C)=O)C1C=1C=C(C=CC1)C)CCC 7-hydroxy-2-(2-oxopropyl)-2-phenyl-5-propyl-8-(m-tolyl)-4H-benzo[d][1,3]dioxin-4-one